CN(C(COCCOC1OCCCC1)=O)C N,N-Dimethyl-2-(2-((tetrahydro-2H-pyran-2-yl)oxy)ethoxy)acetamide